C(=O)O.CC=1N=C2N(C=C(C=C2)C)C1C(=O)N 2,6-dimethylimidazo[1,2-a]pyridine-3-carboxamide formate